6-(hexyloxy)-2-methylquinoline-3-carboxylic acid C(CCCCC)OC=1C=C2C=C(C(=NC2=CC1)C)C(=O)O